C(#N)C1=CN=C2N1C(=CC(=C2)C=2N=NN(C2C)C2CCN(CC2)C(=O)OC(C)(C)C)OC(C2(CC2)C(F)(F)F)C2=NC=CC=C2 tert-Butyl 4-[4-[3-cyano-5-[2-pyridyl-[1-(trifluoromethyl) cyclopropyl]methoxy] imidazo[1,2-a]pyridin-7-yl]-5-methyl-triazol-1-yl]piperidine-1-carboxylate